3-cyclopropyl-4-methyl-1H-pyrazol-5-amine C1(CC1)C1=NNC(=C1C)N